C(C)(C)(C)OC1=C(C=CC=C1C(C)(C)C)C(C)(C)C 1-t-butoxy-2,6-di-t-butylbenzene